ClC1=C(C=CC=C1C1=CC=C(C(=N1)OC)CNC[C@H]1CCC(N1)=O)C1=C(C(=CC=C1)NC=1C2=C(N=C(N1)C)C=CC=N2)C (R)-5-((((6-(2-chloro-2'-methyl-3'-((2-methylpyrido[3,2-d]pyrimidin-4-yl)amino)-[1,1'-biphenyl]-3-yl)-2-methoxypyridin-3-yl)methyl)amino)methyl)pyrrolidin-2-one